tert-butyl 4-(3-nitrophenyl)-3,6-dihydro-2H-pyridine-1-carboxylate [N+](=O)([O-])C=1C=C(C=CC1)C=1CCN(CC1)C(=O)OC(C)(C)C